(Z)-11-hexadecen-ol C(CCCCCCCCC\C=C/CCCC)O